[Li+].N1(CCOCC1)C(=O)C1=CC=C(C(=O)[O-])C=C1 4-(morpholine-4-carbonyl)benzoic acid lithium salt